[Si](C1=CC=CC=C1)(C1=CC=CC=C1)(C(C)(C)C)OCC(CC(C(=O)C=1N(N=C2C1CN([C@@H](C2)C)C(=O)OC(C)(C)C)C(=O)OC(C)(C)C)C(=O)OCC)=C (6R)-di-tert-butyl 3-(4-(((tert-butyldiphenylsilyl)oxy)methyl)-2-(ethoxycarbonyl)pent-4-enoyl)-6-methyl-6,7-dihydro-2H-pyrazolo[4,3-c]pyridine-2,5(4H)-dicarboxylate